3-(1,4-dimethyl-1H-pyrazol-5-yl)-1,2,4-thiadiazol-5-amine hydrochloride Cl.CN1N=CC(=C1C1=NSC(=N1)N)C